N-cyclopropyl-2-(difluoromethoxy)-4-[7-(4-hydroxytetrahydropyran-4-yl)imidazo[1,2-a]pyridin-3-yl]-6-methoxy-benzamide C1(CC1)NC(C1=C(C=C(C=C1OC)C1=CN=C2N1C=CC(=C2)C2(CCOCC2)O)OC(F)F)=O